5-chloro-N-(2-nitrophenyl)benzo[d]oxazol-2-amine ClC=1C=CC2=C(N=C(O2)NC2=C(C=CC=C2)[N+](=O)[O-])C1